FC(C(=O)O)(C1=C(C=C(C=C1)OC(F)(F)F)F)F 2,2-difluoro-2-(2-fluoro-4-(trifluoromethoxy)phenyl)acetic acid